1,5,7-trimethyl-3-((2-phenylazetidin-1-yl)carbonyl)-1,5-dihydro-4H-pyrrolo[3,2-c]pyridin-4-one CN1C=C(C=2C(N(C=C(C21)C)C)=O)C(=O)N2C(CC2)C2=CC=CC=C2